O=C(CNC(C1=C(C=CC=C1)C)=O)NCC(F)(F)F N-[2-oxo-2-(2,2,2-trifluoroethylamino)ethyl]-2-methyl-benzamide